methyl 2-[2-[3-(4-chlorophenyl)-1-methyl-allylideneaminooxymethyl]phenyl]-3-meth-oxyacrylate ClC1=CC=C(C=C1)C=CC(C)=NOCC1=C(C=CC=C1)C(C(=O)OC)=COC